β-ethyl methacrylate sulfate S(=O)(=O)(O)O.C(C(=C)C)(=O)OCC